C1(=CC=CC=C1)C1=NOCO1 3-phenyl-1,4,2-dioxazole